N1N(C=C2N1C=NC=C2)S(=O)(=O)NC2=CC=CC=C2 Triazolo[1,5-c]Pyrimidine-2-sulfonanilide